2,2-dimethyldecanamide CC(C(=O)N)(CCCCCCCC)C